N-((1S,3S)-3-(aminomethyl)cyclopentyl)-6,7-dihydrospiro[cyclopenta[d]pyrazolo[1,5-a]pyrimidine-5,1'-cyclopentane]-8-amine NC[C@@H]1C[C@H](CC1)NC1=C2C(=NC=3N1N=CC3)C3(CCCC3)CC2